C(C)OCC=1N(C2=C(C(=NC=3C=C(C=CC23)CC2=CC=C(C=C2)CC(=O)N)NC(C2=CC=CC=C2)(C2=CC=CC=C2)C2=CC=CC=C2)N1)CC(C)(C)O 2-(4-((2-(ethoxymethyl)-1-(2-hydroxy-2-methylpropyl)-4-(tritylamino)-1H-imidazo[4,5-c]quinolin-7-yl)methyl)phenyl)acetamide